OC=1C=C(CNC(C2=C(C=CC(=C2)C2=CC=NC=C2)N2CCOCC2)=O)C=CC1OC N-(3-hydroxy-4-methoxybenzyl)-2-morpholinyl-5-(pyridin-4-yl)benzamide